5-bromo-2-(tetrahydrofuran-3-yl)benzaldehyde BrC=1C=CC(=C(C=O)C1)C1COCC1